tert-butyl 4-(4,6-difluoroindolin-5-yl)piperidine-1-carboxylate FC1=C2CCNC2=CC(=C1C1CCN(CC1)C(=O)OC(C)(C)C)F